6-Phenyl-3-(2-(pyridin-3-yl)ethyl)-7H-[1,2,4]triazolo[3,4-b][1,3,4]thiadiazin C1(=CC=CC=C1)C1=NN2C(SC1)=NN=C2CCC=2C=NC=CC2